C(C)(C)(CC)OOC(C)(C)CC tert-Amylperoxid